C(C=C)(=O)OCCCCCCCCCCCCCC[Si](OCC)(OCC)C acryloyloxytetradecylmethyldiethoxysilane